tert-Butyl 3-(3-{[4-amino-3-(1,2-dihydroxyethyl)-1H-pyrazolo[3,4-d]pyrimidin-1-yl]ethyl}-5-chloro-2-methoxy-6-methylphenyl)azetidine-1-carboxylate NC1=C2C(=NC=N1)N(N=C2C(CO)O)CCC=2C(=C(C(=C(C2)Cl)C)C2CN(C2)C(=O)OC(C)(C)C)OC